C12OCC(N(C1)CC=1C=CC=3N(C1)C=C(N3)CNC(=O)C=3N=C1N(C(C3)=O)C=CC=C1)C2 N-[[6-(2-oxa-5-azabicyclo[2.2.1]heptan-5-ylmethyl)imidazo[1,2-a]pyridin-2-yl]methyl]-4-oxo-pyrido[1,2-a]pyrimidine-2-carboxamide